5,5-dimethyl-1-pyrroline CC1(CCC=N1)C